azamethylacetamide NCC(=O)N